3-(3-(2-chlorophenyl)-1-methyl-1H-1,2,4-triazol-5-yl)-4-fluorobenzonitrile ClC1=C(C=CC=C1)C1=NN(C(=N1)C=1C=C(C#N)C=CC1F)C